NC1=NC=C(C=N1)C1=NC(=C(C#N)C(=C1)C(F)(F)F)Cl 6-(2-aminopyrimidin-5-yl)-2-chloro-4-(trifluoromethyl)nicotinonitrile